N1(C=NCC1)CCC[Si](OCC)(OCC)OCC 3-(2-imidazolin-1-yl)propyltriethoxysilane